2-(2-Aminoethoxy)-N-(3-azidopropyl)acetamide hydrochloride Cl.NCCOCC(=O)NCCCN=[N+]=[N-]